O1N=C(C=C1)C#CC=1C=C(C=CC1)S(=O)(=O)NC1=C2CNC(C2=CC=C1C)=O 3-(isoxazol-3-ylethynyl)-N-(5-methyl-1-oxoisoindolin-4-yl)benzenesulfonamide